2-(1'-hexyloctenyl)-succinic anhydride C(CCCCC)C(=CCCCCCC)C1C(=O)OC(C1)=O